1-(5-(5-cyclopropyl-1H-1,2,4-triazol-3-yl)pyridin-3-yl)-1H-pyrrolo[2,3-b]pyridin-5-yl(4,4-difluoropiperidin-1-yl)methanone C1(CC1)C1=NC(=NN1)C=1C=C(C=NC1)N1C=CC=2C1=NC=C(C2)C(=O)N2CCC(CC2)(F)F